2-(6-chloro-3-pyridyl)-4,4,5,5-tetramethyl-1,3,2-dioxaborolane ClC1=CC=C(C=N1)B1OC(C(O1)(C)C)(C)C